(2R,3S,4R,5S)-4-[[3-(4-fluoro-2-hydroxy-phenyl)-4,5-dimethyl-5-(trifluoromethyl)tetrahydrofuran-2-carbonyl]amino]pyridine-2-carboxamide FC1=CC(=C(C=C1)[C@H]1[C@@H](O[C@@]([C@@H]1C)(C(F)(F)F)C)C(=O)NC1=CC(=NC=C1)C(=O)N)O